CC([C@@H](C=C)O)[C@H](C=C)O |r| rac-(3R*,4r,5S*)-4-Methylhepta-1,6-diene-3,5-diol